C(C(=C)C)(=O)OCCCS(=O)(=O)O 3-(methacryloxy)propanesulfonic acid